4-chloro-1-methylindazole-5-carboxylic acid chloride ClC1=C2C=NN(C2=CC=C1C(=O)Cl)C